S1CC=CC2=CC=CC=C12 thiochromen